N-(5-cyanothiazol-2-yl)-3-[[7-(5-methyl-1,2,4-oxadiazol-3-yl)-1-isoquinolyl]amino]propanamide C(#N)C1=CN=C(S1)NC(CCNC1=NC=CC2=CC=C(C=C12)C1=NOC(=N1)C)=O